CC1=CC=C(OC2=CC=C(N)C=C2)C=C1 4-(4-Methylphenoxy)aniline